N1N=CC(=C1)CCN1C(C2=CC=CC=C2C1)=O 2-(2-(1H-pyrazol-4-yl)ethyl)isoindolin-1-one